(2S,4r)-1-[(2S)-3,3-dimethyl-2-[4-[(p-tolylcarbamoylamino)methyl]triazol-1-yl]butanoyl]-4-hydroxy-N-methyl-pyrrolidine-2-carboxamide CC([C@@H](C(=O)N1[C@@H](C[C@H](C1)O)C(=O)NC)N1N=NC(=C1)CNC(NC1=CC=C(C=C1)C)=O)(C)C